N-(8-amino-5-chloro-6-fluoro-1-oxo-1,2,3,4-tetrahydronaphthalen-2-yl)acetamide Benzyl-DL-alaninate hydrochloride Cl.C(C1=CC=CC=C1)N[C@@H](C)C(=O)O.NC=1C=C(C(=C2CCC(C(C12)=O)NC(C)=O)Cl)F |r|